bisethylamide C(C)[N-]CC